O(C1=CC=CC=C1)C1=C(C#N)C=C(C=C1)N1C(N(C(NC1=O)=O)C1=CC=CC=C1)=O 2-phenoxy-5-(2,4,6-trioxo-3-phenyl-1,3,5-triazin-1-yl)benzonitrile